(3,4-epoxyhexyl)ethyltrimethoxysilane C(CC1C(CC)O1)CO[Si](OC)(OC)CC